CC1=NC(=CC(=N1)NC1=NN2C(C=C(C=C2)C2=CC(=NC=C2OC[C@@H]2CNCCO2)NC)=C1)C N-(2,6-dimethylpyrimidin-4-yl)-5-[2-(methylamino)-5-[[(2S)-morpholin-2-yl]methoxy]-4-pyridyl]pyrazolo[1,5-a]pyridin-2-amine